FC1(CCC(CC1)CCC=1C=C(C=CC1)C1=CN(C2=NC=C(C=C21)NC(C=C)=O)C)F N-(3-(3-(2-(4,4-Difluorocyclohexyl)ethyl)phenyl)-1-methyl-1H-pyrrolo[2,3-b]pyridin-5-yl)acrylamide